C(C)(C)OC1=C(C=C2C(N=C(S2)N2CCN(CC2)C2CCNCC2)C1)C(=O)NC=1C(N(C=CC1)C)=O 5-isopropoxy-N-(1-methyl-2-oxo-1,2-dihydropyridin-3-yl)-2-(4-(piperidin-4-yl)piperazin-1-yl)-3a,4-dihydrobenzo[d]thiazole-6-carboxamide